3,3-difluorocyclobutyl (3-(3,3-difluorocyclobutyl)-1-methyl-4-(2,2,2-trifluoroethyl)-1H-pyrazol-5-yl)carbamate FC1(CC(C1)C1=NN(C(=C1CC(F)(F)F)NC(OC1CC(C1)(F)F)=O)C)F